2-chloro-4-cyclopropyl-6-(2-methyl-2H-1,2,3-triazol-4-yl)pyridine ClC1=NC(=CC(=C1)C1CC1)C1=NN(N=C1)C